Methylinden CC1C=CC2=CC=CC=C12